OCC1=CC=C(C=C1)NC(=O)[C@H](C(C)C)NC(=O)[C@H]1N(CCC1)C([C@H](C)NC(OCC1C2=CC=CC=C2C=2C=CC=CC12)=O)=O 9H-fluoren-9-ylmethyl N-[(1S)-2-[(2S)-2-[[(1S)-1-[[4-(hydroxymethyl) phenyl]carbamoyl]-2-methyl-propyl]carbamoyl]pyrrolidin-1-yl]-1-methyl-2-oxo-ethyl]carbamate